tert-butyl (1S,4S)-5-[4-[3-chloro-4-(oxetan-3-ylmethoxy)anilino]pyrido[3,2-d]pyrimidin-6-yl]-2,5-diazabicyclo[2.2.1]heptane-2-carboxylate ClC=1C=C(NC=2C3=C(N=CN2)C=CC(=N3)N3[C@@H]2CN([C@H](C3)C2)C(=O)OC(C)(C)C)C=CC1OCC1COC1